C(=O)C=1C=C(C(=NC1)N1CCC(CC1)CNC(OC(C)(C)C)=O)C tert-butyl ((1-(5-formyl-3-methylpyridin-2-yl)piperidin-4-yl)methyl)carbamate